(E)-2-(2-((5-ethyl-4-oxo-4,5-dihydro-2H-pyrazolo[4,3-c]pyridin-2-yl)methyl)-3-fluoroallyl)isoindoline-1,3-dione C(C)N1C(C=2C(C=C1)=NN(C2)C\C(\CN2C(C1=CC=CC=C1C2=O)=O)=C\F)=O